C1(CC1)CN1C(=C(C2=CC(=CC(=C12)C=1C(=NC(=CC1)C)CC)C(=O)N1CC=2N(N=CC2C1)CC)F)C=1CNCCC1 (1-(Cyclopropylmethyl)-7-(2-ethyl-6-methylpyridin-3-yl)-3-fluoro-2-(1,2,5,6-tetrahydropyridin-3-yl)-1H-indol-5-yl)(1-ethylpyrrolo[3,4-c]pyrazol-5(1H,4H,6H)-yl)methanone